4-bromo-7-trifluoromethylsulfonyl-2,3-dihydro-1H-inden-1-one BrC1=C2CCC(C2=C(C=C1)S(=O)(=O)C(F)(F)F)=O